1-(5-bromo-4-ethyl-pyrimidin-2-yl)piperidin-4-one BrC=1C(=NC(=NC1)N1CCC(CC1)=O)CC